5,5'-dithiobis(1,3,4-thiadiazole) S1C=NN=C1SSC1=NN=CS1